2-(4-((13,13-dimethyl-11-oxo-3,6,9,12-tetraoxatetradecyl)oxy)phenyl)acetic acid CC(OC(COCCOCCOCCOC1=CC=C(C=C1)CC(=O)O)=O)(C)C